FC1=CC=C(C=C1)CC(=O)[O-] (4-Fluoro-phenyl)-acetate